ClC1=C(C=CC=C1)CC(=O)NC1=CC(=C(C=C1)N1N=CC(=C1)C1=NC=NC=C1)S(N)(=O)=O 2-(2-chlorophenyl)-N-{4-[4-(pyrimidin-4-yl)-1H-Pyrazol-1-yl]-3-sulfamoylphenyl}acetamide